pyrazin-2-oneAmide N1C(C(=NC=C1)C(=O)N)=O